n-undecyl 6-bromohexanoate BrCCCCCC(=O)OCCCCCCCCCCC